styryl-acrylonitrile C(=CC1=CC=CC=C1)C(C#N)=C